1,3,5-tri-[(t-butylperoxy)-isopropyl]benzene C(C)(C)(C)OOC(C)(C)C1=CC(=CC(=C1)C(C)(C)OOC(C)(C)C)C(C)(C)OOC(C)(C)C